C(CCC)(=O)NC1=NC=CC(=C1)CN1CCN(CC1)C=1C=CC(=NC1C)C(=O)NC#N 5-(4-((2-butyramidopyridin-4-yl)methyl)piperazin-1-yl)-N-cyano-6-methylpicolinamide